N-(4-fluoro-3-methylphenyl)-5-(2-((6-hydroxyspiro[3.3]heptan-2-yl)amino)-2-oxoacetyl)-1,2,4-trimethyl-1H-pyrrole-3-carboxamide FC1=C(C=C(C=C1)NC(=O)C1=C(N(C(=C1C)C(C(=O)NC1CC2(C1)CC(C2)O)=O)C)C)C